ONC(\C=C\C1=C(C=CC=C1)N1C2(CN(C2)C(CC(F)(F)F)=O)CCC1)=O (E)-N-hydroxy-3-(2-(2-(3,3,3-trifluoropropanoyl)-2,5-diazaspiro[3.4]octan-5-yl)phenyl)acrylamide